4-Cyclopropyl-N-[(S)-(4,4-difluorocyclohexyl)-[7-[[(3S*)-2-oxo-3-piperidyl]methyl]imidazo[1,2-b]pyridazin-2-yl]methyl]-1,2,5-oxadiazole-3-carboxamide C1(CC1)C=1C(=NON1)C(=O)N[C@H](C=1N=C2N(N=CC(=C2)C[C@H]2C(NCCC2)=O)C1)C1CCC(CC1)(F)F |o1:21|